IC1=CN=C2N1C(=CC(=C2)C=2N=NN(C2C)C2CCN(CC2)C(=O)OC(C)(C)C)OC tert-butyl 4-(4-[3-iodo-5-methoxyimidazo[1,2-a]pyridin-7-yl]-5-methyl-1,2,3-triazol-1-yl)piperidine-1-carboxylate